FC(OC1=C(C(=O)[O-])C(=CC(=C1)B1OC(C(O1)(C)C)(C)C)OC)F 2-(difluoromethoxy)-6-methoxy-4-(4,4,5,5-tetramethyl-1,3,2-dioxaborolan-2-yl)benzoate